C(C)N(C1=CC(=C(C=C1)N=O)OC)CC N,N-diethyl-3-methoxy-4-nitrosoaniline